(S)-2-fluoro-7,8,9,10-tetrahydro-5H-pyrazino[1,2-a]pyrido[3,2-e]pyrazin-6(6aH)-one hydrochloride Cl.FC=1C=CC=2NC([C@H]3N(C2N1)CCNC3)=O